N-[[4-(3-cyanoazetidin-1-yl)-1-[4-(trifluoromethoxy)phenyl]pyrazolo[3,4-b]pyridin-3-yl]methyl]prop-2-enamide C(#N)C1CN(C1)C1=C2C(=NC=C1)N(N=C2CNC(C=C)=O)C2=CC=C(C=C2)OC(F)(F)F